C(=O)(O)C=1C=C(C=CC1Cl)C1=CC=C(C=N1)C(=O)O 6-(3-carboxyl-4-chlorophenyl)-3-pyridinecarboxylic acid